N[C@H](C(=O)O)CC1=CC=C(C=C1)OCCNC(=O)N1CCN(CC1)CC(=O)O (S)-2-amino-3-(4-(2-(4-(carboxymethyl)piperazine-1-carboxamido)ethoxy)phenyl)propanoic acid